(S)-2-amino-1,1-bis(4-methoxyphenyl)propan-1-ol hydrochloride Cl.N[C@H](C(O)(C1=CC=C(C=C1)OC)C1=CC=C(C=C1)OC)C